BrC1=CC=C(C=C1)C1=CC=C(N1C=1C=NC=CC1C(F)(F)F)C=1C=C(C(=O)NCCN(C)C)C=CC1 3-[5-(4-bromophenyl)-1-[4-(trifluoromethyl)-3-pyridinyl]pyrrol-2-yl]-N-[2-(dimethylamino)ethyl]benzamide